C[C@@H]1[C@H](C(CC=C1)(C)C)C(CCC)=O ((1R,2S)-2,6,6-trimethylcyclohex-3-en-1-yl)butan-1-one